P(=O)(OC1=CC=C(C=C1)C(C)(C)C)(OC1=CC=C(C=C1)C(C)(C)C)[O-].[K+] potassium bis(4-tert-butylphenyl) phosphate